N-((2-(6-((cis)-2,6-dimethylmorpholino)pyridin-2-yl)-1,6-naphthyridin-7-yl)methyl)-1-(methylsulfonyl)indoline-6-carboxamide C[C@@H]1O[C@@H](CN(C1)C1=CC=CC(=N1)C1=NC2=CC(=NC=C2C=C1)CNC(=O)C1=CC=C2CCN(C2=C1)S(=O)(=O)C)C